ClC=1C=NC2=C(C=C(C=C2C1N([C@@H](C)C=1N(N=CN1)C1=NC=CC=N1)C)C(F)(F)F)C(F)(F)F 3-chloro-N-methyl-N-[(1S)-1-(2-pyrimidin-2-yl-1,2,4-triazol-3-yl)ethyl]-6,8-bis(trifluoromethyl)quinoline-4-Amine